2,5-di-m-tolylhexanedioic acid C1(=CC(=CC=C1)C(C(=O)O)CCC(C(=O)O)C=1C=C(C=CC1)C)C